CC=1N=C(SC1C)NC(=O)N1CCCCC1 N-(4,5-dimethyl-1,3-thiazol-2-yl)piperidine-1-carboxamide